trans-rac-N-(2-Chloro-5-(2,2-dichloro-3-(4-fluoro-3-(trifluoromethyl)phenyl)cyclopropane-1-carboxamido)phenyl)-2-fluoro-4-(2-methoxyacetamido)benzamide ClC1=C(C=C(C=C1)NC(=O)[C@@H]1C([C@H]1C1=CC(=C(C=C1)F)C(F)(F)F)(Cl)Cl)NC(C1=C(C=C(C=C1)NC(COC)=O)F)=O |r|